[Co].[As] arsenic-cobalt